benzyl 6-[1-[4-nitro-2-(trifluoromethyl)phenyl]-3,6-dihydro-2H-pyridin-4-yl]-3,4-dihydro-1H-isoquinoline-2-carboxylate [N+](=O)([O-])C1=CC(=C(C=C1)N1CCC(=CC1)C=1C=C2CCN(CC2=CC1)C(=O)OCC1=CC=CC=C1)C(F)(F)F